2,3-dichloro-5-(trichloromethyl)pyridine ClC1=NC=C(C=C1Cl)C(Cl)(Cl)Cl